4-(benzyloxy)-7-[2-(methoxymethoxy)ethyl]indole C(C1=CC=CC=C1)OC1=C2C=CNC2=C(C=C1)CCOCOC